FC=1C=C(C=C(C1)F)[C@@H]1CC=NN1C(=O)N1CC(C1)OC1=CC(=NC=C1F)C1=CC(=NN1C)NC(C)=O (S)-N-(5-(4-((1-(5-(3,5-difluorophenyl)-4,5-dihydro-1H-pyrazole-1-carbonyl)azetidin-3-yl)oxy)-5-fluoropyridin-2-yl)-1-methyl-1H-pyrazol-3-yl)acetamide